n-undecyl laurate C(CCCCCCCCCCC)(=O)OCCCCCCCCCCC